mercaptoadenosine S[C@@]1([C@H](O)[C@H](O)[C@@H](CO)O1)N1C=NC=2C(N)=NC=NC12